CC1(O[C@H]2[C@@H](O1)O[C@@H](C2)C(C)(C)O)C 2-((3aR,5S,6aR)-2,2-Dimethyltetrahydrofuro[2,3-d][1,3]dioxol-5-yl)propan-2-ol